C(#N)C=1C=C(C=CC1)C=1N=C(SC1C1=CC(=NC(=C1)C)C)NC(=O)N1CC2NC(C1)C2 N-[4-(3-Cyanophenyl)-5-(2,6-dimethyl-4-pyridyl)thiazol-2-yl]-3,6-diazabicyclo[3.1.1]heptan-3-carboxamid